C1(CC1)C[C@@H](C(=O)N[C@H](C(=O)OC)CC1=NC=CC=C1)NC(=O)C=1NC2=CC=CC(=C2C1)OC methyl (2S)-2-[[(2S)-3-cyclopropyl-2-[(4-methoxy-1H-indole-2-carbonyl)amino]propanoyl]amino]-3-(2-pyridyl)propanoate